8-(1-hydroxyethyl)-3,6-dimethylquinazolin-4-one OC(C)C=1C=C(C=C2C(N(C=NC12)C)=O)C